1-(3-acetylphenyl)-3-(3-(2-methoxyethyl)-4-oxo-2-(pyridin-2-yl)-3,4-dihydroquinazolin-6-yl)urea C(C)(=O)C=1C=C(C=CC1)NC(=O)NC=1C=C2C(N(C(=NC2=CC1)C1=NC=CC=C1)CCOC)=O